Cl.COC(=O)C1=C(N=NN1C)C1=NC=C(C=C1)N Methyl-4-(5-aminopyridin-2-yl)-1-methyl-1H-1,2,3-triazole-5-carboxylate hydrochloride salt